C(C)N(CC)CC 2-diethylaminoethane